Cl.NC(C(=O)N1CCN(CC1)C(=O)NC1=NC(N(C=C1)C1=CC=2CCC(CC2C=C1)N[C@@H]1C[C@@H](CC1)N)=O)(C)C 4-(2-amino-2-methylpropanoyl)-N-(1-(6-(((1S,3R)-3-aminocyclopentyl)amino)-5,6,7,8-tetrahydronaphthalen-2-yl)-2-oxo-1,2-dihydropyrimidin-4-yl)piperazine-1-carboxamide hydrochloride